C(CCCCCCCCCCC)NCCC(=O)O N-dodecyl-beta-alanine